ClC1=CC=C(C=C1)[C@H](C)OC1=C(NC(=C1)CO)C(=O)NC (S)-3-(1-(4-chlorophenyl)ethoxy)-5-(hydroxymethyl)-N-methyl-1H-pyrrole-2-carboxamide